OC[C@@H]1OCC[C@H]1O (2S,3R)-2-(hydroxymethyl)oxolan-3-ol